N-(4-{[6-(5-chloro-2-fluorophenyl)-3-methylpyridazin-4-yl]amino}pyridin-2-yl)-3-{4-[2-(methylamino)ethyl]piperazin-1-yl}propanamide ClC=1C=CC(=C(C1)C1=CC(=C(N=N1)C)NC1=CC(=NC=C1)NC(CCN1CCN(CC1)CCNC)=O)F